2-cyclooctyl-4,6-bis(benzhydryl)aniline C1(CCCCCCC1)C1=C(N)C(=CC(=C1)C(C1=CC=CC=C1)C1=CC=CC=C1)C(C1=CC=CC=C1)C1=CC=CC=C1